4-(5-Bromo-4-chloro-1H-pyrrolo[2,3-b]pyridin-3-yl)benzamide BrC=1C(=C2C(=NC1)NC=C2C2=CC=C(C(=O)N)C=C2)Cl